3,4-di(2-methoxyethoxy)benzamidine COCCOC=1C=C(C(=N)N)C=CC1OCCOC